(S)-phenyl-(2-(trifluoromethyl)phenyl)methanol C1(=CC=CC=C1)[C@H](O)C1=C(C=CC=C1)C(F)(F)F